[Cl-].CN1N=NC(=C1)C 1,4-dimethyltriazole chloride